3-(5-bromopyrimidin-2-yl)oxacyclopentan-3-ol 2,5-dioxopyrrolidin-1-yl-2-(3-chloro-5-(methoxymethoxy)phenyl)acetate O=C1N(C(CC1)=O)C(C(=O)OC1(COCC1)C1=NC=C(C=N1)Br)C1=CC(=CC(=C1)OCOC)Cl